(R)-N-(4-(6-(1-hydroxybutyl-1-d)-4-methylpyridin-3-yl)imidazo[1,2-a][1,6]naphthyridin-8-yl)acetamide O[C@@](CCC)([2H])C1=CC(=C(C=N1)C=1C=2N(C3=CC(=NC=C3C1)NC(C)=O)C=CN2)C